C(CS(=O)(=O)[O-])S(=O)(=O)[O-] ethanedisulfonic acid anion